2-hydroxy-1-(4-(2-hydroxyethoxy)phenyl)-2-methylpropan-1-one dicinnamate C(C=CC1=CC=CC=C1)(=O)O.C(C=CC1=CC=CC=C1)(=O)O.OC(C(=O)C1=CC=C(C=C1)OCCO)(C)C